5-(ETHOXYCARBONYL)-2-HYDROXYPHENYLBORONIC ACID C(C)OC(=O)C=1C=CC(=C(C1)B(O)O)O